4-((6-Carboxymethylsulfanyl-1-methyl-1H-pyrazolo[3,4-d]pyrimidin-4-yl)aminomethyl)-benzenesulfonamide C(=O)(O)CSC1=NC(=C2C(=N1)N(N=C2)C)NCC2=CC=C(C=C2)S(=O)(=O)N